CN(CCCC=1C(=CC(N(C1)C(C(=O)OCC)CC(C)C)=O)C(F)(F)F)C Ethyl 2-(5-(3-(dimethylamino) propyl)-2-oxo-4-(trifluoromethyl) pyridin-1(2H)-yl)-4-methylpentanoate